Tert-butyl (2-(4-((5-((6-(bis(4-methoxybenzyl)amino)-2-butoxy-8-oxo-7,8-dihydro-9H-purin-9-yl)methyl)thien-2-yl)methyl)piperazin-1-yl)-2-oxoethyl)carbamate COC1=CC=C(CN(C2=C3NC(N(C3=NC(=N2)OCCCC)CC2=CC=C(S2)CN2CCN(CC2)C(CNC(OC(C)(C)C)=O)=O)=O)CC2=CC=C(C=C2)OC)C=C1